FC1=C(C(=O)N)C=CC=C1NC(C1=CC=C(C=C1)F)=O 2-fluoro-3-[(4-fluorobenzoyl)amino]-benzamide